FC=1C=C2C(=CNC2=C(C1)F)CCN(C(C)C)CC N-(2-(5,7-difluoro-1H-indol-3-yl)ethyl)-N-ethylpropan-2-amine